FC=1C=C(C=C(C1)F)CC(=O)NC1=CC(=C(C=C1)N1N=CC(=C1)C(F)(F)F)S(N)(=O)=O 2-(3,5-Difluorophenyl)-N-{3-sulfamoyl-4-[4-(trifluoromethyl)-1H-pyrazol-1-yl]phenyl}acetamide